Cl.C1(CCC1)OC1=NC(=NC=C1C(=O)NC1=C(C=CC=C1Cl)Cl)NC=1C=NNC1 4-cyclobutoxy-N-(2,6-dichlorophenyl)-2-[(1H-pyrazol-4-yl)amino]pyrimidine-5-carboxamide hydrochloride